1-((7-(bicyclo[2.2.1]heptane-1-carbonyl)-10-hydroxy-7-azaspiro[4.5]decan-10-yl)methyl)-N,N-dimethyl-6-oxo-4-phenyl-1,6-dihydropyridine-3-carboxamide C12(CCC(CC1)C2)C(=O)N2CC1(CCCC1)C(CC2)(O)CN2C=C(C(=CC2=O)C2=CC=CC=C2)C(=O)N(C)C